3,3',7-Trimethyl-1',3-diphenylspiro[indoline-2,4'-pyrazol]-5'(1'H)-one CC1(C2=CC=CC(=C2NC12C(=NN(C2=O)C2=CC=CC=C2)C)C)C2=CC=CC=C2